C(C)OC=1C(=NC(=NC1N1CCNCC1)SC1=CC=C(C=C1)NC(C)=O)NC1=NNC(=C1)C N-(4-((5-ethoxy-4-((5-methyl-1H-pyrazol-3-yl)amino)-6-(piperazin-1-yl)pyrimidin-2-yl)thio)phenyl)acetamide